BrC=1C=NN(C1)COC(=O)N1CCCCC1 ((4-bromo-1H-pyrazol-1-yl)methyl)piperidine-1-carboxylate